diarachidylamine C(CCCCCCCCCCCCCCCCCCC)NCCCCCCCCCCCCCCCCCCCC